CC=1C=C(C=CCC=2C(C(=CC(C2)=O)CCC(=C)C)=O)C=C(C1)C 3,5-dimethyl-2-trans-cinnamyl-6-isopentenyl-p-benzoquinone